FC1=C(C=CC=C1)CS(=O)(=O)NC1=CC=C(C=C1)NC(=O)NCC1=CC=NC=C1 1-(2-fluorophenyl)-N-(4-(3-(pyridin-4-ylmethyl)ureido)phenyl)methanesulfonamide